(2S)-2-[9H-fluoren-9-ylmethoxycarbonyl(methyl)amino]-3-hydroxypropanoic acid C1=CC=CC=2C3=CC=CC=C3C(C12)COC(=O)N([C@H](C(=O)O)CO)C